benzyl 3-[4-[4-[(2,6-dioxo-3-piperidyl)amino]phenyl]-1-piperidyl]-cyclobutanecarboxylate O=C1NC(CCC1NC1=CC=C(C=C1)C1CCN(CC1)C1CC(C1)C(=O)OCC1=CC=CC=C1)=O